[Pd](Cl)Cl.[Fe] Iron Palladium dichloride